Cl.CC1=C(C=C(C=C1)OCC(N1CCC(CC1)CC1CCNCC1)=O)N1C(NC(CC1)=O)=O 1-(2-methyl-5-(2-oxo-2-(4-(piperidin-4-ylmethyl)piperidin-1-yl)ethoxy)phenyl)dihydropyrimidine-2,4(1H,3H)-dione hydrochloride